ClC1=CC=C(C(=N1)S(=O)(=O)N)N[C@H](C)C=1C=C(C=C2C(N(C(=NC12)N1CC2=CC=C(C=C2C1)F)C)=O)C (R)-6-chloro-3-((1-(2-(5-fluoroisoindolin-2-yl)-3,6-dimethyl-4-oxo-3,4-dihydroquinazolin-8-yl)ethyl)amino)pyridine-2-sulfonamide